2-chloro-6-(trifluoromethyl)pyrido[3,2-d]pyrimidine ClC=1N=CC2=C(N1)C=CC(=N2)C(F)(F)F